C1(=CC=CC=C1)C(C(C(C)=O)C1=CC=C(C=C1)S(=O)(=O)O)=O 1-phenyl-2-(4-sulfophenyl)2-acetyl-ethanone